benzyl 6-aminohexanoate hydrochloride Cl.NCCCCCC(=O)OCC1=CC=CC=C1